N=1N=CN2C1C=CC(=C2)C2=CNC=1N=C(N=C(C12)OC)NC1CCC(CC1)NC(C)=O N-((1s,4s)-4-((5-([1,2,4]triazolo[4,3-a]pyridin-6-yl)-4-methoxy-7H-pyrrolo[2,3-d]pyrimidin-2-yl)amino)cyclohexyl)acetamide